1-(4-bromo-2-methylbenzyl)-1H-benzo[d]imidazole-6-carboxylic acid methyl ester COC(=O)C=1C=CC2=C(N(C=N2)CC2=C(C=C(C=C2)Br)C)C1